N1(CCCCC1)C=1OC=NN1 (piperidin-1-yl)-1,3,4-oxadiazole